ClC1=C(C=NN(C1=O)C1=CC=C(OC2CCN(CC2)C(=O)OC(C)(C)C)C=C1)NC[C@H]1COCCC1 1,1-dimethylethyl 4-[4-[5-chloro-6-oxo-4-[[(3S)-tetrahydropyran-3-yl]methylamino]pyridazin-1-yl]phenoxy]piperidine-1-carboxylate